(2R,6S)-4-(2-bromopyridin-4-yl)-2,6-dimethylmorpholine BrC1=NC=CC(=C1)N1C[C@H](O[C@H](C1)C)C